((1s,3s)-3-Hydroxy-3-methylcyclobutyl)(6-(4-methoxybenzyl)-2-azaspiro[3.3]heptan-2-yl)methanon OC1(CC(C1)C(=O)N1CC2(C1)CC(C2)CC2=CC=C(C=C2)OC)C